Benzo[c]chromene C1=C2C3=C(COC2=CC=C1)C=CC=C3